(R)-2-phenethyl-tetrahydro-2H-pyran C(CC1=CC=CC=C1)[C@@H]1OCCCC1